C(C)OC(CC1=CC=CC=C1C)=O 6-methylphenyl-acetic acid ethyl ester